2-phenylamino-6-chloro-4-methyl-3-cyanopyridine C1(=CC=CC=C1)NC1=NC(=CC(=C1C#N)C)Cl